FC(C(C(C(C(C(C(F)(F)F)(F)F)(F)F)(F)F)(F)F)(F)F)(CC(C)I)F 1-(Perfluoroheptyl)-2-iodopropane